pyrazine-2-carbonitrile tosylate S(=O)(=O)(O)C1=CC=C(C)C=C1.N1=C(C=NC=C1)C#N